2-(4-(5-Chloro-2-(4-chloro-1H-1,2,3-triazol-1-yl)phenyl)-2,5-dioxapiperazin-1-yl)-3-(tetrahydro-2H-pyran-2-yl)propionic acid tert-butyl ester C(C)(C)(C)OC(C(CC1OCCCC1)N1OCN(OC1)C1=C(C=CC(=C1)Cl)N1N=NC(=C1)Cl)=O